FC=1C=C(OCC=2C=CC(=C(C2)NC(=O)C2N(S(CC2)(=O)=O)C)OC)C=CC1 N-(5-((3-Fluorophenoxy)methyl)-2-methoxyphenyl)-2-methylisothiazolidine-3-carboxamide 1,1-dioxide